N[C@@H](C[C@H]1C(NCC1)=O)C(COC1=C(C(=CC=C1F)F)F)=O (s)-3-((s)-2-amino-3-oxo-4-(2,3,6-trifluorophenoxy)butyl)pyrrolidin-2-one